methyl-2-deoxy-2-trifluoroacetamido-3,4,6-tri-O-acetyl-beta-D-galactopyranose C[C@]1(O)[C@@H]([C@@H](OC(C)=O)[C@@H](OC(C)=O)[C@H](O1)COC(C)=O)NC(C(F)(F)F)=O